benzyl (6R,9S)-2,12-dichloro-5a,6,7,8,9,10-hexahydro-5H-4-oxa-3,10a,11,13,14-pentaaza-6,9-methanonaphtho[1,8-ab]heptalene-14-carboxylate ClC=1C=C2N=C(N=C3C2=C(OCC2[C@H]4CC[C@@H](CN32)N4C(=O)OCC4=CC=CC=C4)N1)Cl